O1C(=CC=C1)C1=CC=C(C(=O)N)C=C1 4-(furan-2-yl)benzamide